2-(2,8-dimethylimidazo[1,2-b]pyridazin-6-yl)-6-(4-piperidinyl)-3H-thieno[2,3-d]pyrimidin-4-one CC=1N=C2N(N=C(C=C2C)C=2NC(C3=C(N2)SC(=C3)C3CCNCC3)=O)C1